behenyl benzoate C(C1=CC=CC=C1)(=O)OCCCCCCCCCCCCCCCCCCCCCC